C(C1=CC=CC=C1)N(C(C(CC1=CC=CC=C1)O)=O)C1=C(C=CC2=CC=CC=C12)NC(C1=C(C(=C(C(=C1F)F)F)F)F)=O N-(1-(N-benzyl-2-hydroxy-3-phenylpropanamido)naphthalen-2-yl)-2,3,4,5,6-pentafluorobenzamide